7-chloro-6-(2-fluorobenzyl)-3-((2S,3R)-2-methyloxetan-3-yl)-3,6-dihydro-4H-pyrazolo[4,3-d][1,2,3]triazin-4-one ClC=1N(N=C2C1N=NN(C2=O)[C@H]2[C@@H](OC2)C)CC2=C(C=CC=C2)F